1-(tert-butoxycarbonyl)-4-cyanopiperidine-4-carboxylic acid C(C)(C)(C)OC(=O)N1CCC(CC1)(C(=O)O)C#N